BrC1=CC=2N(C=C1)C=C(N2)C2CCN(CC2)C(=O)OC(C)(C)C tert-Butyl 4-(7-bromoimidazo[1,2-a]pyridin-2-yl)piperidine-1-carboxylate